2-[3'-(triphenylen-2-yl)biphenyl-3-yl]-4,6-diphenyl-1,3,5-triazine C1=C(C=CC=2C3=CC=CC=C3C3=CC=CC=C3C12)C=1C=C(C=CC1)C1=CC(=CC=C1)C1=NC(=NC(=N1)C1=CC=CC=C1)C1=CC=CC=C1